[(R)-(4-chlorophenyl)-[(2S,3S,4R)-3,4,5-trihydroxytetrahydrofuran-2-yl]methyl]4-phenylbenzoate ClC1=CC=C(C=C1)[C@H]([C@H]1OC([C@@H]([C@@H]1O)O)O)OC(C1=CC=C(C=C1)C1=CC=CC=C1)=O